1-(3-(azetidin-1-yl)propyl)-3-(2-(4-ethylpiperazin-1-yl)-4-methylquinolin-6-yl)thiourea N1(CCC1)CCCNC(=S)NC=1C=C2C(=CC(=NC2=CC1)N1CCN(CC1)CC)C